CC1=CC=CC(=N1)C1=NNC=C1C=1N=C2C(=CC=NC2=CC1)C=1C=NN(C1)CCN1CCOCC1 4-[2-[4-[6-[3-(6-methyl-2-pyridyl)-1H-pyrazol-4-yl]-1,5-naphthyridin-4-yl]pyrazol-1-yl]ethyl]morpholine